Cl.N=1C(=CN2C=NC=CC21)C#N imidazo[1,2-c]Pyrimidine-2-carbonitrile hydrochloride